7-Hydroxy-3,4-dihydroquinolin-2(1H)-one OC1=CC=C2CCC(NC2=C1)=O